trimethylcyclohexylmethyl-amine CC1(C(CCCC1)(CN)C)C